CN(C1=CC=C(C=C1)NC(C1=CC=CC(=C1)C(C)C)=O)C N-(4-(dimethylamino)phenyl)-5-isopropylbenzamide